1-(1-Methyl-6-(1-((1-((4-nitrophenyl)sulfonyl)piperidin-4-yl)methyl)piperidin-4-yl)-1H-indazol-3-yl)dihydropyrimidine-2,4(1H,3H)-dione CN1N=C(C2=CC=C(C=C12)C1CCN(CC1)CC1CCN(CC1)S(=O)(=O)C1=CC=C(C=C1)[N+](=O)[O-])N1C(NC(CC1)=O)=O